1-(3,3-diethoxyprop-1-en-1-yl)-3-isopropylcyclohexan-1-ol C(C)OC(C=CC1(CC(CCC1)C(C)C)O)OCC